CC=1SC=2N(C(C(=C(C2N1)N1CCC2(CC1)OC1=C(C2)C=CC=C1)C#N)=O)C 2,4-dimethyl-5-oxo-7-spiro[3H-benzofuran-2,4'-piperidine]-1'-yl-thiazolo[5,4-b]pyridine-6-carbonitrile